4-methyl-1-butene-1,4-sultone CC1CC=CS(=O)(=O)O1